BrC1=C(C(=CC(=C1O)Br)/C=N/C1=CC2=C(NC(=N2)C2=CC(=CC=C2)[N+](=O)[O-])C=C1)O (E)-2,4-dibromo-6-(((2-(3-nitrophenyl)-1H-benzo[d]imidazol-5-yl)imino)methyl)benzene-1,3-diol